BrC=1C=C2C(=NN(C2=CC1)C(C)C)CO (5-bromo-1-isopropyl-1H-indazol-3-yl)-methanol